(S)-N-(4-((4-(1,2-difluoroethyl)-6-methylpyrimidin-2-yl)amino)-5-(2-methoxyethoxy)pyridin-2-yl)acetamide F[C@H](CF)C1=NC(=NC(=C1)C)NC1=CC(=NC=C1OCCOC)NC(C)=O